O1C(CCCC1)N1N=CC2=CC=C(C=C12)C1OCC(N1)C(=O)N (1-(tetrahydro-2H-pyran-2-yl)-1H-indazol-6-yl)oxazolidine-4-carboxamide